(2S,3R,4aR,9aR)-7-((E)-3-((1-benzyl-1H-1,2,3-triazol-4-yl)methoxy)-5-hydroxy-4-(3-methylbut-2-en-1-yl)styryl)-5-methoxy-1,1,4a-trimethyl-2,3,4,4a,9,9a-hexahydro-1H-xanthene-2,3-diol C(C1=CC=CC=C1)N1N=NC(=C1)COC=1C=C(/C=C/C2=CC(=C3O[C@@]4(C[C@H]([C@H](C([C@H]4CC3=C2)(C)C)O)O)C)OC)C=C(C1CC=C(C)C)O